2-(benzo[d]oxazol-2-ylsulfanyl)-1-(4-(5-(trifluoromethyl)-1,2,4-oxadiazol-3-yl)phenyl)ethan-1-one O1C(=NC2=C1C=CC=C2)SCC(=O)C2=CC=C(C=C2)C2=NOC(=N2)C(F)(F)F